trifluoromethyl-propyne FC(F)(F)C#CC